1-(difluoromethyl)-5-(4,4,5,5-tetramethyl-1,3,2-dioxaborolan-2-yl)pyridin-2(1H)-one FC(N1C(C=CC(=C1)B1OC(C(O1)(C)C)(C)C)=O)F